S(C1=C(C=CC(=C1)CCCCCCCC)O)C1=C(C=CC(=C1)CCCCCCCC)O 2,2'-thio-bis(4-octylphenol)